Rac-zirconocene [CH-]1C=CC=C1.[CH-]1C=CC=C1.[Zr+2]